trans-3-(Hydroxymethyl)-7-piperazin-1-ylsulfonyl-3a,4-dihydro-3H-oxazolo[4,3-c][1,4]benzoxazin-1-one OC[C@@H]1OC(N2[C@@H]1COC1=C2C=CC(=C1)S(=O)(=O)N1CCNCC1)=O